Tert-butyl 4-((tert-butoxycarbonyl) amino)-5-((2-hydroxyethyl) amino)-5-oxopentanoate C(C)(C)(C)OC(=O)NC(CCC(=O)OC(C)(C)C)C(=O)NCCO